FC1=C(C(=C(C(=C1C(C[Al](CC(C)C1=C(C(=C(C(=C1F)F)F)F)F)CC(C)C1=C(C(=C(C(=C1F)F)F)F)F)C)F)F)F)F tris[2-(pentafluorophenyl)propyl]aluminum